ClC=1C=CC(=C(C1)C1=CC(N(C=C1OC)CC=1N=NN(C1)C1=CC=C(C(=O)O)C=C1)=O)N1N=NC(=C1)Cl 4-(4-((4-(5-Chloro-2-(4-chloro-1H-1,2,3-triazol-1-yl)phenyl)-5-methoxy-2-oxopyridin-1(2H)-yl)methyl)-1H-1,2,3-triazol-1-yl)benzoic acid